The molecule is a HPETE in which the hydroxy group is located at position 9 with the four double bonds at positions 5, 7, 11 and 14 (the 5Z,7E,11Z,14Z geoisomer). It is a conjugate acid of a 9-HPETE(1-). CCCCC/C=C\\C/C=C\\CC(/C=C/C=C\\CCCC(=O)O)OO